FC1=C(C=CC(=C1)F)C(CN1CCC(CC1)NC1=CC=C(C=C1)OC1CCN(CC1)C)(CN1N=CN=C1)O 2-(2,4-difluorophenyl)-1-(4-((4-((1-methylpiperidin-4-yl)oxy)phenyl)amino)piperidin-1-yl)-3-(1H-1,2,4-triazol-1-yl)propan-2-ol